(S)-4-(7-bromo-2-chloro-8-fluoroquinazolin-4-yl)-3-methylpiperazine-1-carboxylic acid tert-butyl ester C(C)(C)(C)OC(=O)N1C[C@@H](N(CC1)C1=NC(=NC2=C(C(=CC=C12)Br)F)Cl)C